OC1(CCCCC1)CCC1(CCCCC1)O 1,2-bis[(1-hydroxy)cyclohexyl]ethane